O1C(=CC2=C1C=CC=C2)C(=O)C=2SC=CC2 benzofuran-2-yl-(thiophen-2-yl)methanone